COC(CC1CCN(CC1)C(=O)OCCCC)=O butyl 4-(2-methoxy-2-oxoethyl)piperidine-1-carboxylate